(E)-4-(2-(3-(4-(2H-tetrazol-5-yl)phenyl)-3-azabicyclo[3.1.0]hex-6-yl)vinyl)-5-cyclopropyl-3-(2,6-dichlorophenyl)isoxazole N=1NN=NC1C1=CC=C(C=C1)N1CC2C(C2C1)/C=C/C=1C(=NOC1C1CC1)C1=C(C=CC=C1Cl)Cl